C(C)[C@](N)(C)C(=O)O L-α-ethylalanine